C1(CC1)C(=O)NC1=CC(=C(N=N1)C(=O)NC([2H])([2H])[2H])NC1=C(C(=CC=C1)C1=NC=C(C=N1)C(C)(C)O)OC 6-(cyclopropanecarboxamido)-4-((3-(5-(2-hydroxypropan-2-yl)pyrimidin-2-yl)-2-methoxyphenyl)amino)-N-(methyl-d3)pyridazine-3-carboxamide